diphenyl-methylene(cyclopentadienyl)(2,7-di-tert-butyl-9-fluorenyl)hafnium C1(=CC=CC=C1)C(=[Hf](C1C2=CC(=CC=C2C=2C=CC(=CC12)C(C)(C)C)C(C)(C)C)C1C=CC=C1)C1=CC=CC=C1